C(CCCCCCCCCC=CCCCCCCCC)(=O)OCCCCCCCCCCCCCCCC(C)C 16-methylheptadecyl eicos-11-enoate